N1C=CC2=CC=CC(=C12)N1C(CNCC1)=O 1-(1H-Indol-7-yl)piperazin-2-one